ClC1=CC(=C(CNC=2C=NC=CC2)C=C1)C 3-[(4-chloro-2-methylbenzyl)amino]pyridine